(3S,6S,7aR,8aS,9aR)-3-(3-(4-fluoropyridin-3-yl)azetidine-1-carbonyl)-5-oxodeca-hydro-1H-cyclopropa[d]pyrrolo[1,2-a]azocin FC1=C(C=NC=C1)C1CN(C1)C(=O)[C@@H]1CC[C@H]2N1C(CC[C@H]1[C@H](C2)C1)=O